2-((1-(2-(1-(2-Hydroxy-2-methylpropyl)-1H-pyrazol-4-yl)-6-methyl-4-oxo-4H-chromen-8-yl)ethyl)amino)benzoic acid OC(CN1N=CC(=C1)C=1OC2=C(C=C(C=C2C(C1)=O)C)C(C)NC1=C(C(=O)O)C=CC=C1)(C)C